2-(4-benzoylphenoxy)acetic Acid C(C1=CC=CC=C1)(=O)C1=CC=C(OCC(=O)O)C=C1